1-(4-methyl-5-(trifluoromethoxy)pyridin-2-yl)azetidine CC1=CC(=NC=C1OC(F)(F)F)N1CCC1